C(C=C)(=O)N1[C@@H]([C@H](N(CC1)S(=O)(=O)C)C1=CC(=NC(=C1)Cl)C1=CC(=NC=N1)C(=O)NC)C 6-(4-((2R,3R)-4-acryloyl-3-methyl-1-(methylsulfonyl)piperazin-2-yl)-6-chloropyridin-2-yl)-N-methylpyrimidine-4-carboxamide